CC(C)C(C(C)C)NCCC1=CC=C(CSC2=C3CN(C(C3=CC=C2)=O)C2C(NC(CC2)=O)=O)C=C1 3-(4-((4-(2-((2,4-dimethylpentan-3-yl)amino)ethyl)benzyl)thio)-1-oxoisoindolin-2-yl)piperidine-2,6-dione